2-(2,6-dioxopiperidin-3-yl)-5-(piperidin-4-yloxy)isoindoline-1,3-dione O=C1NC(CCC1N1C(C2=CC=C(C=C2C1=O)OC1CCNCC1)=O)=O